CC1CNCCN1C1COC1 3-methyl-4-(oxetan-3-yl)piperazin